2-allyl-(2-naphthyl)benzene C(C=C)C1=C(C=CC=C1)C1=CC2=CC=CC=C2C=C1